[Mn].[Fe].ONC(CCCCCCCCCN1C2=CC3=C(C=C2C=2NC(C4=CC=CC=C4C21)=O)OCO3)=O N-hydroxy-10-(5-oxo-5,6-dihydro-12H-[1,3]dioxolo[4',5':5,6]indolo[3,2-c]isoquinolin-12-yl)decanoamide iron manganese